3-amino-4-(3-hydroxyphenyl)-6-methyl-1H-benzo[h]quinolin-2-one NC=1C(NC2=C3C(=C(C=C2C1C1=CC(=CC=C1)O)C)C=CC=C3)=O